5-(1-(3,5-dichloropyridin-4-yl)ethoxy)-3-(5-methyl-1,4,5,6-tetrahydropyrrolo[3,4-d]imidazol-2-yl)-1H-indazole ClC=1C=NC=C(C1C(C)OC=1C=C2C(=NNC2=CC1)C1=NC2=C(N1)CN(C2)C)Cl